OC=1C=C(C2=CC=CC=C2C1)C1=CC2=C(C=C(O2)C2CN(C2)C(C#CC)=O)C=C1 1-(3-(6-(3-hydroxynaphthalen-1-yl)benzofuran-2-yl)azetidin-1-yl)but-2-yn-1-one